C(C)(C)(C)NS(=O)(=O)C1=CC(=CC=C1)NC1=NC(=NC=C1C)NC=1N=NC(=CC1)N1CCN(CC1)CC=1C=C2CN(C(C2=C(C1)F)=O)C1C(NC(CC1)=O)=O N-(tert-butyl)-3-((2-((6-(4-((2-(2,6-dioxopiperidin-3-yl)-7-fluoro-1-oxoisoindolin-5-yl)methyl)piperazin-1-yl)pyridazin-3-yl)amino)-5-methylpyrimidin-4-yl)amino)benzenesulfonamide